imidazolium hydrogen sulphate S(=O)(=O)(O)[O-].N1C=[NH+]C=C1